2-[4-[1-[3-[(4R)-2-Oxooxazolidin-4-yl]propanoyl]azetidin-3-yl]phenyl]sulfonyl-acetonitrile O=C1OC[C@H](N1)CCC(=O)N1CC(C1)C1=CC=C(C=C1)S(=O)(=O)CC#N